C[C@@H]1NC2=CC=C3C(=C2CC1)N=C(N3CC(NC3CCC(CC3)CO)=O)CCN3C(C=CC=C3)=O (7S)-7-Methyl-2-[2-(2-oxo-1,2-dihydropyridin-1-yl)ethyl]-3-({[(1r,4r)-4-(hydroxymethyl)cyclohexyl]carbamoyl}methyl)-3H,6H,7H,8H,9H-imidazo[4,5-f]chinolin